(S)-8-hydroxy-10-methyl-11-oxo-1,3,4,7,8,9,10,11-octahydro-2H-pyrido[4',3':3,4]Pyrazolo[1,5-a][1,4]Diazepine-2-carboxylic acid tert-butyl ester C(C)(C)(C)OC(=O)N1CC=2C(=NN3C2C(N(C[C@@H](C3)O)C)=O)CC1